O=C1NC(CCC1N1C(C2=CC(=C(C=C2C1)N1CCN(CC1)CC1CCC(CC1)CNC(OC(C)(C)C)=O)F)=O)=O tert-butyl (((1r,4r)-4-((4-(2-(2,6-dioxopiperidin-3-yl)-6-fluoro-1-oxoisoindolin-5-yl)piperazin-1-yl)methyl)cyclohexyl)methyl)carbamate